COC1=CC=C2C(CNC(C2=C1)\C=C\C1=CC2=C(OCO2)C=C1C)C 7-methoxy-4-methyl-1-[(E)-2-(6-methyl-1,3-benzodioxol-5-yl)vinyl]-1,2,3,4-tetrahydroisoquinoline